O=C1C=NC=NN1 6-oxo-1,6-dihydro-1,2,4-triazin